Pyrrolo[2,3-d]Pyridazine-4-carboxamide N1C=CC=2C1=CN=NC2C(=O)N